4-(tert-butoxy)-3,3-dimethyl-4-oxobutanoic acid C(C)(C)(C)OC(C(CC(=O)O)(C)C)=O